FC(C=1C=C(C=CC1)S(=O)(=O)NC(OC)=O)(F)F Methyl ((3-Trifluoromethylphenyl)sulfonyl)carbamate